Propanephosphonic Acid C(CC)P(O)(=O)O